N[C@H](CO)C1=CC(=C(C=C1)Cl)C=1N=CN(C1)C(F)F (S)-2-amino-2-(4-chloro-3-(1-(difluoromethyl)-1H-imidazol-4-yl)phenyl)ethan-1-ol